1-(2,4-difluorophenyl)triazole-4-carboxylic acid triazole-4-carboxylate N1N=NC(=C1)C(=O)O.FC1=C(C=CC(=C1)F)N1N=NC(=C1)C(=O)O